2,3-di(hydroxymethyl)-5-norbornene OCC1C2C=CC(C1CO)C2